(E)-4-(2-hydroxyethylidene)-1,3-dioxolan-2-one OC\C=C/1\OC(OC1)=O